FC(C=1C=C(C=C(C1)C(F)(F)F)C1CCN(CC1)C(=O)C1=NNC2=C1CN(CC2)S(=O)(=O)C)(F)F (4-(3,5-bis(trifluoro-methyl)phenyl)piperidin-1-yl)(5-(methyl-sulfonyl)-4,5,6,7-tetra-hydro-1H-pyrazolo[4,3-c]pyridin-3-yl)-methanone